ethyl-5,8-dioxo-6-(propan-2-yl)-5,6,7,8-tetrahydro-4H-pyrazolo[1,5-a]pyrrolo[3,4-d]pyrimidine C(C)C1=NN2C(NC3=C(C2=O)CN(C3=O)C(C)C)=C1